(6-methoxypyridin-3-yl)-6-methylisoquinoline-1,5-diamine COC1=CC=C(C=N1)C=1N=C(C=2C=CC(=C(C2C1)N)C)N